COC1(CN(C1)C1(CNC1)C)C 3-methoxy-3-methyl-1-(3-methylazetidin-3-yl)azetidine